C(#N)C=1C=C(C=CC1F)NC(=O)C1=C(N(C(=C1C)C(C(=O)NC1(CCC(CC1)O)C)=O)C)C N-(3-cyano-4-fluorophenyl)-5-(2-(((1r,4r)-4-hydroxy-1-methylcyclohexyl)amino)-2-oxoacetyl)-1,2,4-trimethyl-1H-pyrrole-3-carboxamide